C1(=CC=CC=C1)COC(=O)N1CCCCC1 piperidine-1-carboxylic acid phenylmethyl ester